C(=O)O.C(C)(C)C=1N=C(C2=C(N1)C=NN2)NCC2=CC=C(C=C2)B(O)O 4-[([5-isopropyl-1H-pyrazolo[4,3-d]pyrimidin-7-yl]-amino)methyl]phenylboronic acid formic acid salt